ClCCNC(=O)N1CCNCC1 N-(2-chloroethyl)-piperazine-1-carboxamide